C(C)(C)(C)OC(NC1=CC(=C(C=C1)OC)CC(=O)N(C)C)=O (3-(2-(dimethylamino)-2-oxoethyl)-4-methoxyphenyl)carbamic acid tert-butyl ester